ClC1=C(C(=O)N2COC3=C(C2)C=CC=C3C3=CC(=C(C(=O)O)C=C3F)N3C2COCC3CC2)C(=CC(=C1)N1CC2(COC2)C1)Cl 4-[3-[2,6-Dichloro-4-(2-oxa-6-azaspiro[3.3]heptan-6-yl)benzoyl]-2,4-dihydro-1,3-benzoxazin-8-yl]-5-fluoro-2-(3-oxa-8-aza-bicyclo[3.2.1]octan-8-yl)benzoic acid